C(C=1C(=CC=CC1)OC)(=O)O 2-Anisic acid